Cl.CC1=CC=C(C=N1)OC=1C=C(C=CC1)[C@H](C)N (S)-1-(3-((6-Methylpyridin-3-yl)oxy)phenyl)ethanamine hydrochloride